N-[(2R/S)-2,3-dihydro[1,4]dioxino[2,3-b]pyridin-2-ylmethyl]-8-methyl-2-[(6-methylpyridin-2-yl)methyl]-4,5-dihydro-2H-furo[2,3-g]indazole-7-carboxamide O1[C@@H](COC2=NC=CC=C21)CNC(=O)C2=C(C1=C(CCC3=CN(N=C13)CC1=NC(=CC=C1)C)O2)C |r|